Cl.Cl.N[C@@H]([C@H](O)C1=C(C=CC(=C1)F)F)C=1C=NC=C(C1)Br (1R,2R)-2-amino-2-(5-bromopyridin-3-yl)-1-(2,5-difluorophenyl)ethanol 2HCl salt